C1(CC1)C1=NC=C(C(=C1)OC=1C(=NC(=NC1)N)NCC(C)C)C(C)C 5-((2-cyclopropyl-5-isopropyl-pyridin-4-yl)oxy)-N4-isobutyl-pyrimidine-2,4-diamine